SCC(=O)O sulfanylacetic acid